6-(3-(2-(1-(3-(trifluoromethoxy)phenyl)cyclobutoxy)acetyl)-3,8-diazabicyclo[3.2.1]octan-8-yl)nicotinonitrile FC(OC=1C=C(C=CC1)C1(CCC1)OCC(=O)N1CC2CCC(C1)N2C2=NC=C(C#N)C=C2)(F)F